C(C)[C@@]1(C(N(C(N1)=O)C1=NC(=CC=C1)OC1=CC(=C(C=C1)F)C)=O)C (5R)-5-ethyl-3-[6-(4-fluoro-3-methyl-phenoxy)-2-pyridyl]-5-methylimidazolidine-2,4-dione